CON=C(C)C(CC)CC1=CC=CC=C1 3-benzyl-2-pentanone O-methyl oxime